ClC=1C(N(C(=CC1OCC1=NC=C(C=C1F)F)C)C1=CC(=NC=C1Cl)C=1N=C(SC1)C(C)(C)O)=O (S)-3,5'-dichloro-4-((3,5-difluoropyridin-2-yl)methoxy)-2'-(2-(2-hydroxypropan-2-yl)thiazol-4-yl)-6-methyl-2H-[1,4'-bipyridin]-2-one